C1(CCC1)OC1=CC=2N(C=C1C(=O)NC1=NN(C=C1)C)C=C(N2)C21COC(CC2)(C1)C 7-cyclobutoxy-N-(1-methyl-1H-pyrazol-3-yl)-2-(1-methyl-2-oxabicyclo[2.2.1]hept-4-yl)imidazo[1,2-a]pyridine-6-carboxamide